N-phenyl-4-{4-(naphthalen-2-yl)naphthalen-1-yl}-aniline C1(=CC=CC=C1)NC1=CC=C(C=C1)C1=CC=C(C2=CC=CC=C12)C1=CC2=CC=CC=C2C=C1